N=1SN=C2C1C(=CC=C2C=2C=CC=C1C=CC=C(C21)C2=CC=C(C(=O)N[C@H](C)C1=CC=CC3=CC=CC=C13)C=C2)C=2C=CC=C1C=CC=C(C21)C2=CC=C(C(=O)N[C@H](C)C1=CC=CC3=CC=CC=C13)C=C2 4,4'-(benzo[c][1,2,5]thiadiazole-4,7-diylbis(naphthalene-8,1-diyl))bis(N-((R)-1-(naphthalen-1-yl)ethyl)benzamide)